(5R)-3-(3,5-difluorophenyl)-N-[(3R)-5-(methoxycarbamoyl)-2,3-dihydrofuran-3-yl]-5-methyl-4H-isoxazole-5-carboxyamide FC=1C=C(C=C(C1)F)C1=NO[C@](C1)(CC(=O)N[C@H]1COC(=C1)C(NOC)=O)C